S1C=CC(=C1)[Li] thiophen-4-yl-lithium